ClC=1C=C(C=CC1)NC(C(C)OC1=CC=C(C(=O)O)C=C1)=O 4-((1-((3-chlorophenyl)amino)-1-oxopropan-2-yl)oxy)benzoic acid